5-Fluoro-2-(4-isopropyl-3-methoxyphenyl)benzoxazole FC=1C=CC2=C(N=C(O2)C2=CC(=C(C=C2)C(C)C)OC)C1